N[C@H](CC)O (S)-1-aminopropanol